FC1=C(C=CC(=C1)OC1=NN(C=C1)C1=NC(=CC=C1)OC)NC1=NC=NC2=CC(=C(C=C12)NC1CCN(CC1)C(C=C)=O)OC 1-(4-((4-((2-fluoro-4-((1-(6-methoxypyridin-2-yl)-1H-pyrazol-3-yl)oxy)phenyl)amino)-7-methoxyquinazolin-6-yl)amino)piperidin-1-yl)prop-2-en-1-one